4-{[6-(3-Fluoro-pyridin-4-yl)-2-methylcarbamoyl-imidazo[1,2-a]pyrazin-8-ylamino]-methyl}-piperidine-1-carboxylic acid tert-butyl ester C(C)(C)(C)OC(=O)N1CCC(CC1)CNC=1C=2N(C=C(N1)C1=C(C=NC=C1)F)C=C(N2)C(NC)=O